4-(4-(3-Isopropyl-2-(8-methoxy-[1,2,4]triazolo[1,5-a]pyridin-6-yl)-1H-indol-5-yl)cyclohexyl)morpholin C(C)(C)C1=C(NC2=CC=C(C=C12)C1CCC(CC1)N1CCOCC1)C=1C=C(C=2N(C1)N=CN2)OC